C1(CC1)C1=C(C=C(C(=C1)I)C)N(C(C#CCC)=O)C=1C=CC=2C(N1)=CN(N2)CCOC N-(2-cyclopropyl-4-iodo-5-methylphenyl)-N-[2-(2-methoxyethyl)pyrazolo[4,3-b]pyridin-5-yl]pent-2-ynamide